C1(CC1)C1=C(C(=NO1)C1=C(C=CC=C1Cl)Cl)COC1CCN(CC1)C1=CC(=C(C=C1)C1=NNC(O1)=O)F 5-(4-(4-((5-cyclopropyl-3-(2,6-dichlorophenyl)isoxazol-4-yl)methoxy)piperidin-1-yl)-2-fluorophenyl)-1,3,4-oxadiazol-2(3H)-one